2-(pyrrolidinyl)butaneamide (R)-METHYL-5-CHLORO-2,3-DIHYDRO-1H-INDENE-1-CARBOXYLATE COC(=O)[C@@H]1CCC2=CC(=CC=C12)Cl.N1(CCCC1)C(C(=O)N)CC